O[C@@H]1CC2=C[C@@H]([C@H]3[C@@H]4CC[C@@H]([C@@]4(C)C[C@H]([C@@H]3[C@]2(CC1)C)O)O)O 3β,7β,11α,17β-tetrahydroxyandrost-5-ene